BrC1=CC=C(C=C1)N1C=C(C(=C1)C1=CC=C(C=C1)F)[C@@H]1O[C@@H](C(N1CCC1=CC2=C(NC(N2)=O)C=C1)=O)C (2S,5R)-2-(1-(4-bromophenyl)-4-(4-fluorophenyl)-1H-pyrrol-3-yl)-5-methyl-3-(2-(2-oxo-2,3-dihydro-1H-benzo[d]imidazol-5-yl)ethyl)oxazolidin-4-one